FC1=C(C=CC=C1)COC=1C=CC2=C(C(=C(S2)C)C(=O)NC2(CCOCC2)C(=O)N)C1 4-{5-[(2-fluorophenyl)methoxy]-2-methyl-1-benzothiophene-3-amido}oxane-4-carboxamide